C1(=CC=C(C=C1)CS(=O)(=O)[O-])C p-tolylmethanesulfonate